IC1=C(C(=O)N)C(=CC(=C1C(=O)N)I)I 2,4,6-triiodo-isophthalamide